[Ga].[La].[Si](O)(O)(O)O silicic acid Lanthanum gallium